4-[4-[[3-Ethoxy-5-(3-hydroxyphenyl)phenyl]methyl]piperazin-1-yl]benzoic acid C(C)OC=1C=C(C=C(C1)C1=CC(=CC=C1)O)CN1CCN(CC1)C1=CC=C(C(=O)O)C=C1